CN1CC(C1)C(=O)NC=1SC2=C(N1)C=CC(=C2)C2=CC=NC=C2 1-methyl-N-(6-(pyridin-4-yl)benzo[d]thiazol-2-yl)azetidine-3-carboxamide